CC1(OB(OC1(C)C)/C=C/CCCCN1C(C2=CC=CC=C2C1=O)=O)C (E)-2-(6-(4,4,5,5-tetramethyl-1,3,2-dioxaborolan-2-yl)hex-5-en-1-yl)-isoindoline-1,3-dione